CC(CO)C(C(CO)C)C1=CC=CC=C1 2,4-dimethyl-3-phenyl-1,5-pentanediol